FC1=C(C=CC(=C1)CNCCF)C1=NN=C(O1)C=1C(=NC=C(N1)C1=CC=C(C=C1)S(=O)(=O)C1COCC1)N 3-(5-(2-fluoro-4-((2-fluoroethylamino)methyl)phenyl)-1,3,4-oxadiazol-2-yl)-5-(4-(tetrahydrofuran-3-ylsulfonyl)phenyl)pyrazin-2-amine